4-AMINO-1H-IMIDAZOLE-2-CARBOXYLIC ACID NC=1N=C(NC1)C(=O)O